Sodium 4-amino-5-hydroxy-3-(4-nitrophenylazo)-6-(phenylazo)2,7-naphthalene-disulphonate NC1=C(C(=CC2=CC(=C(C(=C12)O)N=NC1=CC=CC=C1)S(=O)(=O)[O-])S(=O)(=O)[O-])N=NC1=CC=C(C=C1)[N+](=O)[O-].[Na+].[Na+]